tetraisopropyl-ammonium acetate C(C)(=O)[O-].C(C)(C)[N+](C(C)C)(C(C)C)C(C)C